C(CC(C)N)N butane-1,3-diamine